3-cyclopentyl-3-methylurea C1(CCCC1)N(C(N)=O)C